N[C@@H](C(=O)O)CCCCC D-α-Amino-n-heptanoic acid